((6-(4-fluoro-1H-pyrazol-1-yl)pyridin-3-yl)methyl)-N-methylpyridin-2-amine FC=1C=NN(C1)C1=CC=C(C=N1)CC=1C(=NC=CC1)NC